(3,7-dimethyl-1H-indazole-5-carbonyl)-2-(1-methylcyclopentyl)-5H-spiro[benzo[d]thiazol-6,4'-piperidin]-4(7H)-one CC1=NNC2=C(C=C(C=C12)C(=O)N1CCC2(CC1)CC1=C(N=C(S1)C1(CCCC1)C)C(C2)=O)C